(S)-N-(2,3-difluoro-4-((3-(2-(piperidin-3-ylamino)pyrimidin-4-yl)pyridin-2-yl)oxy)phenyl)-4-methoxybenzenesulfonamide FC1=C(C=CC(=C1F)OC1=NC=CC=C1C1=NC(=NC=C1)N[C@@H]1CNCCC1)NS(=O)(=O)C1=CC=C(C=C1)OC